BrCC(=O)C1=CC=C(C=C1)N1N=C(C=C1)[N+](=O)[O-] 2-bromo-1-[4-(3-nitropyrazol-1-yl)phenyl]ethanone